O1C2=C(OCC1C=1NC(C(N1)([2H])[2H])([2H])[2H])C=C(C(=C2)[2H])[2H] 2-(2,3-dihydrobenzo[b][1,4]dioxin-2-yl-6,7-d2)-4,5-dihydro-1H-imidazole-4,4,5,5-d4